IC1=CC(=C(C(=O)NC2=CC=CC3=C2N=C2N3CCCCC2)C=C1)N1CCC2(CC2)CC1 4-iodo-2-(6-azaspiro[2.5]octan-6-yl)-N-(7,8,9,10-tetrahydro-6H-benzo[4,5]imidazo[1,2-a]azepin-4-yl)benzamide